CON(C(CC1=CC=CC2=CC=CC=C12)=O)C N-methoxy-N-methyl-2-(naphthalen-1-yl)acetamide